N,N-dimethyl-D-alanine C[C@H](C(=O)O)N(C)C